(R)-4-(1-((benzyloxy)carbonyl)azetidin-3-yl)-6-fluoro-1,4-diazacycloheptane-1-carboxylic acid tert-butyl ester C(C)(C)(C)OC(=O)N1CCN(C[C@H](C1)F)C1CN(C1)C(=O)OCC1=CC=CC=C1